C(CCCCCCC)C(CC(=O)OCCCCC(OC(NCCOCCN(C)C)=O)CCCCOC(CC(CCCCCCCC)CCCCCCCC)=O)CCCCCCCC 2-methyl-11-{4-[(3-octyl-1-oxoundecyl) oxy] butyl}-9-oxo-2,8-diaza-5,10-dioxapentadecan-15-yl 3-octylundecanoate